ethyl 3-(1-(4-chlorobenzyl)-3-isobutyryl-5-isopropyl-1H-indol-2-yl)-2,2-dimethylpropanoate ClC1=CC=C(CN2C(=C(C3=CC(=CC=C23)C(C)C)C(C(C)C)=O)CC(C(=O)OCC)(C)C)C=C1